C(C)N1C=C(C(C2=CC=C(C=C12)C)=O)S(=O)(=O)N1CCC2(C[C@H](CO2)NC[C@@H](COC=2C=C(C=CC2)S(=O)(=O)NC)O)CC1 3-((S)-3-((R)-8-(1-ethyl-7-methyl-4-oxo-1,4-dihydroquinolin-3-ylsulfonyl)-1-oxa-8-azaspiro[4.5]dec-3-ylamino)-2-hydroxypropoxy)-N-methylbenzenesulfonamide